OC(CN(CCCC(=O)OCCN1CCN(CC1)CCSSCCC(C)N(CC(CCCCCC\C=C/CCCCCCCC)O)CC(CCCCCC\C=C/CCCCCCCC)O)CC(CCCCCCCC)O)CCCCCCCC 2-(4-(2-((3-(Bis((Z)-2-hydroxyoctadec-9-en-1-yl)amino)butyl)disulfaneyl)ethyl)piperazin-1-yl)ethyl 4-(bis(2-hydroxydecyl)amino)butanoate